O=C1N(C(CC1)=O)OC(CCCCCN1C(C=C(C2=CC3=C(C=C12)OC(C=C3C(F)(F)F)=O)CS(=O)(=O)[O-])(C)C)=O [9-{6-[(2,5-dioxo-1-pyrrolidinyl)oxy]-6-oxohexyl}-8,8-dimethyl-2-oxo-4-(trifluoromethyl)-8,9-dihydro-2H-pyrano[3,2-g]chinolin-6-yl]methansulfonate